The molecule is a secondary carboxamide resulting from the formal condensation of the carboxy group of N-[(benzyloxy)carbonyl]-O-tert-butyl-L-serine with the primary amino group of ethyl (2E,4S)-5-[(3S)-2-oxopyrrolidin-3-yl]-4-(L-phenylalanylamino)pent-2-enoate. It is a potent enterovirus 3C protease inhibitor with EC50 of 180 nM against enterovirus 71 (EV71) and 60 nM against human rhinovirus 14 in a live virus-cell-based assay. It has a role as an antiviral agent, an EC 3.4.22.69 (SARS coronavirus main proteinase) inhibitor and an anticoronaviral agent. It is a benzyl ester, an ether, an ethyl ester, a L-serine derivative, a L-phenylalanine derivative, a member of pyrrolidin-2-ones, an enoate ester and a secondary carboxamide. CCOC(=O)/C=C/[C@H](C[C@@H]1CCNC1=O)NC(=O)[C@H](CC2=CC=CC=C2)NC(=O)[C@H](COC(C)(C)C)NC(=O)OCC3=CC=CC=C3